O=C1NC(CCC1C=1C=CC(=NC1)N1CCN(CC1)CC(=O)O)=O 2-[4-[5-(2,6-Dioxopiperidin-3-yl)pyridin-2-yl]piperazin-1-yl]acetic acid